2,3,8a-trimethyl-4a,5,6,7,8,8a-hexahydronaphthalen-1(4H)-one CC=1C(C2(CCCCC2CC1C)C)=O